F[C@H]1CN(CC[C@H]1NC1=CC=CC=2N1N=C(C2CC(F)(F)F)C#CCNC(C2=C(C=CC=C2)OC)=O)C N-[3-(7-{[(3S,4R)-3-fluoro-1-methylpiperidin-4-yl]amino}-3-(2,2,2-trifluoroethyl)pyrazolo[1,5-a]pyridin-2-yl)prop-2-yn-1-yl]-2-methoxybenzamide